C(CC)[Si](C(C(CC)(O[SiH](C)C)O[SiH](C)C)(O[SiH](C)C)O[SiH](C)C)(C)C propyltetra(dimethylsiloxy)-dimethylbutylsilane